N-(1-(5-(3-cyano-6-(2-hydroxy-2-methylpropoxy)pyrazolo[1,5-a]pyridin-4-yl)pyridin-2-yl)-4-methylpiperidin-4-yl)-1-isopropyl-1H-pyrazole-4-carboxamide C(#N)C=1C=NN2C1C(=CC(=C2)OCC(C)(C)O)C=2C=CC(=NC2)N2CCC(CC2)(C)NC(=O)C=2C=NN(C2)C(C)C